methyl-N-(tert-butoxycarbonyl)-O-(tert-butyldimethylsilyl)-D-serine CN([C@H](CO[Si](C)(C)C(C)(C)C)C(=O)O)C(=O)OC(C)(C)C